C[C@@H]1CN(C[C@@H](C1)C)CC1=CC(=NC(=C1)C(F)(F)F)N1C(C2=CC(=CC=C2C1)[C@H](CC1=NN=CN1C)C)=O 2-(4-(((3S,5R)-3,5-Dimethylpiperidin-1-yl)methyl)-6-(trifluoromethyl)pyridin-2-yl)-6-((S)-1-(4-methyl-4H-1,2,4-triazol-3-yl)propan-2-yl)isoindolin-1-one